1-(Benzyloxycarbonylsulfamoyl)-3-[6-[2-(t-butoxycarbonylamino)ethylamino]-3-pyridinyl]pyrrole-2-carboxylic acid benzyl ester C(C1=CC=CC=C1)OC(=O)C=1N(C=CC1C=1C=NC(=CC1)NCCNC(=O)OC(C)(C)C)S(NC(=O)OCC1=CC=CC=C1)(=O)=O